O1C=NC2=C1C=CC=C2N[C@H]2[C@H](CN(CC2)C(=O)OC(C)(C)C)F tert-butyl (3S,4R)-4-(benzo[d]oxazol-4-ylamino)-3-fluoropiperidine-1-carboxylate